[C@@H]([C@H](C(=O)O)O)(C(=O)O)O (+)-tartaric acid